(3S)-6-chloro-5-(3-fluoro-6-methoxy-2-pyridinyl)-3-methyl-7-(trifluoromethyl)-1,3-dihydro-1,4-benzodiazepine-2-One ClC1=C(C=CC2=C1C(=N[C@H](C(N2)=O)C)C2=NC(=CC=C2F)OC)C(F)(F)F